O[C@@H](C[C@H]1CC[C@H]2[C@@H]3CC[C@@H]4C[C@@](CC[C@@]4([C@H]3CC[C@]12C)C)(O)C(F)(F)F)C#CC (3R,5R,8S,9S,10S,13R,14S,17R)-17-((S)-2-hydroxypent-3-yn-1-yl)-10,13-dimethyl-3-(trifluoromethyl)hexadecahydro-1H-cyclopenta[a]phenanthren-3-ol